4-((4-chloro-6-fluoropyridin-3-yl)ethynyl)aniline ClC1=C(C=NC(=C1)F)C#CC1=CC=C(N)C=C1